CN1N=CC(=C1)C1C2(C3=CC=CC=C3C1)CCC(CC2)=O 2'-(1-methyl-1H-pyrazol-4-yl)-2',3'-dihydrospiro[cyclohexane-1,1'-inden]-4-one